4-((4-aminophenyl)thio)-2-methylaniline NC1=CC=C(C=C1)SC1=CC(=C(N)C=C1)C